CC=1C=CC(=NC1C1=CC=C(C=C1)C1=NNC2=NC=C(C=C21)C=2C=CC1=C(CC[C@H](CC1)N1C3COCC1C3)C2)C(C)(C)O 2-[5-Methyl-6-(4-{5-[(7S)-7-{3-oxa-6-azabicyclo[3.1.1]heptan-6-yl}-6,7,8,9-tetrahydro-5H-benzo[7]annulen-2-yl]-1H-pyrazolo[3,4-b]pyridin-3-yl}phenyl)pyridin-2-yl]propan-2-ol